1-(5-fluoro-3-(3-fluorophenyl)-1-methyl-1H-indazol-6-yl)-3-(3-(3-fluorophenyl)-1-methyl-1H-indazol-6-yl)urea FC=1C=C2C(=NN(C2=CC1NC(=O)NC1=CC=C2C(=NN(C2=C1)C)C1=CC(=CC=C1)F)C)C1=CC(=CC=C1)F